4-(4-chlorophenyl)-1,1-dimethylsilinan-4-ol ClC1=CC=C(C=C1)C1(CC[Si](CC1)(C)C)O